COC1=C(C(=CC=C1)OC)N1C(=NC=2C1=NC(=CN2)NS(=O)(=O)CC2=NC=C(C=N2)C)C2=NC(=CC=C2)OCC N-(1-(2,6-dimethoxyphenyl)-2-(6-ethoxypyridin-2-yl)-1H-imidazo[4,5-b]pyrazin-6-yl)-1-(5-methylpyrimidin-2-yl)methanesulfonamide